FC1=CC=C2C(=NNC2=C1F)I 6,7-difluoro-3-iodo-1H-indazole